tert-butyl 7-(2-{[6-(methanesulfonylmethyl) pyridin-3-yl]amino}-5H,6H,7H,8H-pyrido[3,4-d]pyrimidin-7-yl)-8-methyl-1H,2H,3H-pyrido[2,3-b][1,4]oxazine-1-carboxylate CS(=O)(=O)CC1=CC=C(C=N1)NC=1N=CC2=C(N1)CN(CC2)C2=C(C1=C(OCCN1C(=O)OC(C)(C)C)N=C2)C